[Na].[N+](=O)([O-])C1=CC=C(C(=C1)OC)O 5-Nitroguaiacol sodium